2-(2-Fluorophenyl)acetaldehyde FC1=C(C=CC=C1)CC=O